NCC(CN1N=CN(C1=O)CC=1SC(=CC1)C1=CC2=C(N(CCO2)C)C=C1)=C(F)F 2-[2-(aminomethyl)-3,3-difluoro-allyl]-4-[[5-(4-methyl-2,3-dihydro-1,4-benzoxazin-7-yl)-2-thienyl]methyl]-1,2,4-triazol-3-one